isopropyl ether C(C)(C)OC(C)C